rel-N-{(6R,8aR)-2-[4-(2,6-difluorophenyl)-1,2-benzoxazol-3-yl]-3-oxooctahydroimidazo[1,5-a]pyridin-6-yl}methanesulfonamide FC1=C(C(=CC=C1)F)C1=CC=CC2=C1C(=NO2)N2C(N1[C@H](CC[C@H](C1)NS(=O)(=O)C)C2)=O |o1:20,23|